BrC=1C(=CC(=C(C=NC2C(CNCC2)(F)F)C1)[N+](=O)[O-])OC 4-((5-bromo-4-methoxy-2-nitrobenzylidene)amino)-3,3-difluoropiperidine